(E)-4-((4-(3-(4-hydroxy-3-methoxyphenyl)acryloyl)piperazin-1-yl)sulfonyl)benzonitrile OC1=C(C=C(C=C1)/C=C/C(=O)N1CCN(CC1)S(=O)(=O)C1=CC=C(C#N)C=C1)OC